NC=1C=2N(C(=C(N1)C1=CC=C(C=C1)F)C=1C=CC(N(C1)C)=O)N=NN2 5-(8-amino-6-(4-fluorophenyl)tetrazolo[1,5-a]pyrazin-5-yl)-1-methylpyridin-2(1H)-one